(2-oxo-1-phenyl-3-(4H-1,2,4-triazol-3-yl)-7-(trifluoromethyl)-1,2-dihydro-1,8-Naphthyridin-4-yl)(methyl)carbamate O=C1N(C2=NC(=CC=C2C(=C1C1=NN=CN1)OC(NC)=O)C(F)(F)F)C1=CC=CC=C1